C(C)(=O)NC=1C=C(C=CC1C(NC=1SC(=C(N1)C)[N+](=O)[O-])=O)NCCOC(C(=O)O)C (2-((3-acetamido-4-((4-methyl-5-nitrothiazol-2-yl)carbamoyl)phenyl)amino)ethoxy)propionic acid